FC(C1=C(OC=2C3=C(N=CN2)CN(CC3)C(=O)OC(C)(C)C)C=CC=C1)F Tert-Butyl 4-[2-(difluoromethyl)phenoxy]-5H,6H,7H,8H-pyrido[3,4-d]pyrimidine-7-carboxylate